SC1=CC=C(C=C1)CO p-mercaptophenylmethanol